(S)-Tetrahydrofuran-3-yl (1-hydroxy-7-methyl-1,3-dihydrobenzo[c][1,2]oxaborole-6-carbonyl)-L-valinate OB1OCC2=C1C(=C(C=C2)C(=O)N[C@@H](C(C)C)C(=O)O[C@@H]2COCC2)C